C(CCC)N1C=[N+](C=C1)CCCS(=O)(=O)O 1-butyl-3-(3-sulfopropyl)-1H-imidazol-3-ium